C(N)(OC1CCC=2NC3=C(C=CC(=C3C2C1)C1=C(C=CC=C1)Cl)C(N)=O)=O (8-carbamoyl-5-(2-chlorophenyl)-2,3,4,9-tetrahydro-1H-carbazol-3-yl) carbamate